FC(OC1=C(C=O)C=CC(=C1)C=1C=NN(C1)C1=CC=C(C=C1)F)F 2-(difluoromethoxy)-4-[1-(4-fluorophenyl)-1H-pyrazol-4-yl]benzaldehyde